N1C(=NC=C1)Cl 2-imidazolylchloride